P(=O)(OCCN(C(C1=CN=C(C(=C1)C#N)SC)=O)CC#C)(OCC[N+](C)(C)C)[O-] 2-(5-cyano-6-(methylthio)-N-(prop-2-yn-1-yl)nicotinamido)ethyl (2-(trimethylammonio)ethyl) phosphate